trans-4-(2-(4-(methylsulfonyl)phenyl)-6-(phenylsulfonyl)-2,3-dihydroimidazo[4,5-d]Pyrrolo[2,3-b]Pyridin-1(6H)-yl)cyclohexanecarbonitrile CS(=O)(=O)C1=CC=C(C=C1)C1NC=2C(=C3C(=NC2)N(C=C3)S(=O)(=O)C3=CC=CC=C3)N1[C@@H]1CC[C@H](CC1)C#N